N-({4-amino-1H,3H-furo[3,4-c]quinolin-7-yl}methyl)-N-(2-methanesulfonylpyridin-3-yl)-6-(tri-fluoromethyl)pyridine-3-carboxamide NC1=NC=2C=C(C=CC2C2=C1COC2)CN(C(=O)C=2C=NC(=CC2)C(F)(F)F)C=2C(=NC=CC2)S(=O)(=O)C